C1(CC1)C1=CC(=C(C=N1)C(C)O)F 1-(6-cyclopropyl-4-fluoropyridin-3-yl)ethan-1-ol